(R)-N-(3-(N-(2-aminoethyl)-S-methylsulfonimidoyl)phenyl)-5-chloro-2-((6-fluoro-2-methylpyridin-3-yl)oxy)-4-(trifluoromethyl)benzamide formate C(=O)O.NCCN=[S@@](=O)(C)C=1C=C(C=CC1)NC(C1=C(C=C(C(=C1)Cl)C(F)(F)F)OC=1C(=NC(=CC1)F)C)=O